tert-butyl 3-[4-[(1R,5S)-8-oxa-3-azabicyclo[3.2.1]octan-3-yl]phenyl]azetidine-1-carboxylate [C@H]12CN(C[C@H](CC1)O2)C2=CC=C(C=C2)C2CN(C2)C(=O)OC(C)(C)C